N,N'-Dimethylundecanediamine CNC(CCCCCCCCCC)NC